2,4-bis[(2-hydroxy-5-methylphenyl)methyl]-6-cyclohexylphenol OC1=C(C=C(C=C1)C)CC1=C(C(=CC(=C1)CC1=C(C=CC(=C1)C)O)C1CCCCC1)O